NC1(CN(CCC1)C=1C2=C(N=C(N1)OC[C@H]1N(CCC1)C)C(=C(N=C2C#CC)C2=CC=CC1=CC=C(C(=C21)C#C)F)F)C 4-(4-(3-amino-3-methylpiperidin-1-yl)-8-fluoro-2-(((S)-1-methylpyrrolidin-2-yl)Methoxy)-5-(propynyl)pyrido[4,3-d]pyrimidin-7-yl)-5-ethynyl-6-fluoronaphthalene